2-phenyl-4,6-dichlorotriazine C1(=CC=CC=C1)N1NC(=CC(=N1)Cl)Cl